FC=1C=C(C=CC1)[C@@H]1N(OCC1)C1=CC(=NC=N1)NC1=C(C=C(C=C1)N1CCC(CC1)N1CCN(CC1)C)OC (R)-6-(3-(3-fluorophenyl)isoxazolidin-2-yl)-N-(2-methoxy-4-(4-(4-methylpiperazine-1-yl)piperidin-1-yl)phenyl)pyrimidin-4-amine